FC=1C=C(C=C(C1)C)C1CCC2(CN(C2)C(=O)C2CC(C2)(C)O)CC1 (7-(3-Fluoro-5-methylphenyl)-2-azaspiro[3.5]nonan-2-yl)((1s,3s)-3-hydroxy-3-methylcyclobutyl)methanon